CN1CCN(CC1)C=1C=C(C=C(C1)C(F)(F)F)NC(=O)C1=CSC=2CN(CCC21)C(=O)C=2C=NN1C2C=NC=C1 N-(3-(4-Methylpiperazin-1-yl)-5-(trifluoromethyl)phenyl)-6-(pyrazolo[1,5-a]pyrazin-3-carbonyl)-4,5,6,7-tetrahydrothieno[2,3-c]pyridin-3-carboxamid